n-undecyl myristate C(CCCCCCCCCCCCC)(=O)OCCCCCCCCCCC